C(C)N1C(=NC(=C1C)C)C.[Zn] zinc 1-ethyl-trimethylimidazole